N-(tert-Butoxycarbonyl)-N-methyl-S-trityl-L-cysteine C(C)(C)(C)OC(=O)N([C@@H](CSC(C1=CC=CC=C1)(C1=CC=CC=C1)C1=CC=CC=C1)C(=O)O)C